1-(chloromethyl)-1,2,3-benzotriazole ClCN1N=NC2=C1C=CC=C2